dodecyl-trimethyl-oxysilane C(CCCCCCCCCCC)[Si](OC)(OC)OC